2-Amino-7-(cyclopropylmethyl)-7,9-dihydro-8H-purin-8-one NC1=NC=C2N(C(NC2=N1)=O)CC1CC1